O=[O+][O-].[O] oxygen (ozone)